CC(CCCCCCCCCCCCCCC)SC=1SC(=NN1)SC(CCCCCCCCCCCCCCC)C 2,5-bis(methylhexadecylthio)-1,3,4-thiadiazole